5-(1-(D-prolyl)-1,2,3,6-tetrahydropyridin-4-yl)-7-(((R)-1-(2,4-dichlorophenyl)ethyl)amino)-2-methyl-2H-pyrazolo[4,3-b]pyridine N1[C@H](CCC1)C(=O)N1CCC(=CC1)C=1C=C(C=2C(N1)=CN(N2)C)N[C@H](C)C2=C(C=C(C=C2)Cl)Cl